C(C)(C)(C)OC(=O)N(C1C(C1)C1=CC=CC=C1)CC1CCN(CC1)S(=O)(=O)CCC1=CC=C(C(=O)O)C=C1 4-(2-((4-(((tert-butoxycarbonyl)(2-phenylcyclopropyl)amino)methyl)piperidin-1-yl)sulfonyl)ethyl)benzoic Acid